5-isopropyl-6-methoxypyridin-3-ol C(C)(C)C=1C=C(C=NC1OC)O